COC1=CC=C(C=C1)C=C(C(O)O)C [(4-methoxyphenyl)-methylene]-propanediol